6-(methylsulfanyl)pyridine CSC1=CC=CC=N1